C(CCCCCCCCCC(C)C)OC(CCCCCC(C)C)=O.C(CCCCCC(C)C)(=O)OCCCCCCCC(C)C isodecyl isononanoate isotridecyl-isononanoate